C(CCCC)C(COC(CCCCN(C(OCCN(CCOC(N(CCCCC(=O)OCC(CCCCC)CCCCC)C(C)C)=O)CCCN(CC)CC)=O)C(C)C)=O)CCCCC bis(2-pentylheptyl)-11-(3-(diethylamino)propyl)-6,16-diisopropyl-7,15-dioxo-8,14-dioxa-6,11,16-triazahenicosanedioate